FC1(CN(CCC1NC(=O)C1=CC(=CC=2N(C=NC21)CC(F)(F)F)C#CCNC2=C(C=C(C=C2)S(=O)(=O)C)OC)C)C N-(3-fluoro-1,3-dimethyl-4-piperidyl)-6-[3-(2-methoxy-4-methylsulfonyl-anilino)prop-1-ynyl]-1-(2,2,2-trifluoroethyl)benzimidazole-4-carboxamide